C(C)N1N=C(C(=C1)F)[S@@](=O)(N)=NC(NC1=C2C(=NC(=C1C)C(F)(F)F)CCC2)=O (R)-1-ethyl-4-fluoro-N'-((3-methyl-2-(trifluoromethyl)-6,7-dihydro-5H-cyclopenta[b]pyridin-4-yl)carbamoyl)-1H-pyrazole-3-sulfonimidamide